NC=1C(=NC=C(N1)N1CCC2([C@@H]([C@@H](OC2)C)N)CC1)SC1=C(C(=NC=C1)N1CC(C1)(CF)CO)Cl (1-(4-(3-amino-5-((3s,4s)-4-amino-3-methyl-2-oxa-8-azaspiro[4.5]decan-8-yl)pyrazin-2-ylsulfanyl)-3-chloropyridin-2-yl)-3-(fluoromethyl)azetidin-3-yl)methanol